(3,4-Dimethylphenyl)-N-(6-(4-isopropyl-4H-1,2,4-triazol-3-yl)pyridin-2-yl)-1H-pyrrole-2-carboxamide CC=1C=C(C=CC1C)N1C(=CC=C1)C(=O)NC1=NC(=CC=C1)C1=NN=CN1C(C)C